2-methyl-L-lysine C[C@](N)(CCCCN)C(=O)O